BrCCCCCCCC(=O)N1C(OCC1)=O 3-(8-bromooctanoyl)-1,3-oxazolidin-2-one